C(#N)C=1C=NC(=NC1)[C@@H](C)NC(CN1C(NC2=CC=C(C(=C2C1=O)F)F)=O)=O (R)-N-(1-(5-cyanopyrimidin-2-yl)ethyl)-2-(5,6-difluoro-2,4-dioxo-1,4-dihydroquinazolin-3(2H)-yl)acetamide